OC=1C(N(C(C1C(=O)C=1OC(=CC1)C)C1=CC(=CC=C1)OC)CCN1CCOCC1)=O 3-hydroxy-5-(3-methoxyphenyl)-4-(5-methyl-2-furoyl)-1-[2-(4-morpholinyl)ethyl]-1,5-dihydro-2H-pyrrol-2-one